(1S,3S,5S)-5-((1H-1,2,4-triazol-1-yl)methyl)-N-((R)-1-(4-carbamimidoylthiophen-2-yl)ethyl)-2-((9,9-difluoro-9H-fluorene-3-carbonyl)glycyl)-2-azabicyclo[3.1.0]hexane-3-carboxamide N1(N=CN=C1)C[C@@]12C[C@H](N([C@H]2C1)C(CNC(=O)C=1C=CC=2C(C3=CC=CC=C3C2C1)(F)F)=O)C(=O)N[C@H](C)C=1SC=C(C1)C(N)=N